5-methyl-8-(3-morpholinophenyl)pyridino[2,3-d]pyrimidin CC1=CCN(C=2N=CN=CC21)C2=CC(=CC=C2)N2CCOCC2